4-methyl-1-(5-(4-(methylsulfonyl)piperazine-1-carbonyl)thieno[2,3-b]pyridin-4-yl)piperidine-4-carbonitrile CC1(CCN(CC1)C1=C2C(=NC=C1C(=O)N1CCN(CC1)S(=O)(=O)C)SC=C2)C#N